C(#C)C1=NC(OC1)=O ethynyloxazoline-2-one